N1=CC=C(C=C1)OS(=O)(=O)C(F)(F)F Pyridin-4-ylTrifluoromethanesulfonate